tert-butyl ((1R,4r)-4-(2-(((R)-2-(5-fluoropyridin-3-yl)-2-hydroxyethyl)amino)-2-methylpropyl)cyclohexyl)carbamate FC=1C=C(C=NC1)[C@H](CNC(CC1CCC(CC1)NC(OC(C)(C)C)=O)(C)C)O